ClC=1C=C2C(=NC=NC2=C(C1)OC(F)F)N([C@@H](C)C=1N(N=CN1)C1=NC=CC=N1)C 6-chloro-8-(difluoromethoxy)-N-methyl-N-[(1S)-1-(2-pyrimidin-2-yl-1,2,4-triazol-3-yl)ethyl]quinazolin-4-amine